8-fluoro-N-[(1S)-1-[(3-fluorophenyl)methyl]-1,3-dimethyl-butyl]-quinoline-3-carboxamide FC=1C=CC=C2C=C(C=NC12)C(=O)N[C@](CC(C)C)(C)CC1=CC(=CC=C1)F